N-[2-[[(2S)-2,4-diaminobutanoyl]amino]ethyl]-4-[[3-(2,3-difluoro-4-methoxy-phenyl)imidazo[1,2-a]pyrazin-8-yl]amino]-2-ethyl-benzamide N[C@H](C(=O)NCCNC(C1=C(C=C(C=C1)NC=1C=2N(C=CN1)C(=CN2)C2=C(C(=C(C=C2)OC)F)F)CC)=O)CCN